(R)-2,2-difluoro-N-(3-(6-((R)-1-hydroxybut-3-en-1-yl)-4-methylpyridin-3-yl)-1-methyl-2-oxo-1,2-dihydro-1,6-naphthyridin-7-yl)cyclopropane-1-carboxamide FC1([C@H](C1)C(=O)NC1=NC=C2C=C(C(N(C2=C1)C)=O)C=1C=NC(=CC1C)[C@@H](CC=C)O)F